C1(CCC1)NCC(=O)NC=1C=C(C(=NC1)C)NC(=O)C=1C=NN2C1SC(=C2)C2=C1N(N=C2)CCC1 N-(5-(2-(cyclobutylamino)acetamido)-2-methylpyridin-3-yl)-2-(5,6-dihydro-4H-pyrrolo[1,2-b]pyrazol-3-yl)pyrazolo[5,1-b]thiazole-7-carboxamide